tert-butyl N-[(1S)-2-[[1-[(2-methoxy-3-pyridyl)methyl]pyrazol-4-yl]amino]-1-(4-methylcyclohexyl)-2-oxo-ethyl]carbamate COC1=NC=CC=C1CN1N=CC(=C1)NC([C@H](C1CCC(CC1)C)NC(OC(C)(C)C)=O)=O